N-{[4-(2-methylpyridine-3-sulfonyl)phenyl]methyl}imidazo[1,2-a]pyrimidine-6-carboxamide CC1=NC=CC=C1S(=O)(=O)C1=CC=C(C=C1)CNC(=O)C=1C=NC=2N(C1)C=CN2